1-(4-amino-7-((7-amino-5,6,7,8-tetrahydronaphthalen-2-yl)methyl)-2-butyl-1H-imidazo[4,5-c]quinolin-1-yl)-2-methylpropan-2-ol NC1=NC=2C=C(C=CC2C2=C1N=C(N2CC(C)(O)C)CCCC)CC2=CC=1CC(CCC1C=C2)N